C1=CC=CC=2C3=CC=CC=C3C(C12)N([C@H](C(=O)O)C(C)(C)C)C(=O)OC (2S)-2-(9H-fluoren-9-yl-methoxycarbonyl-amino)-3,3-dimethyl-butanoic acid